C1(CC1)C1=NC=C(C=N1)C(=O)NC1=CC=CC=2C(CCS(C21)(=O)=O)(F)F 2-cyclopropyl-N-(4,4-difluoro-1,1-dioxo-3,4-dihydro-2H-1λ6-benzothiopyran-8-yl)pyrimidine-5-carboxamide